5-oxopiperazine-1,3-dicarboxylic acid 1-tert-butyl 3-methyl ester COC(=O)C1CN(CC(N1)=O)C(=O)OC(C)(C)C